Methyl 4-(3-amino-7-(3,3-dimethylbut-1-yn-1-yl)-1H-indazol-5-yl)-1H-pyrrolo[2,3-b]pyridine-2-carboxylate NC1=NNC2=C(C=C(C=C12)C1=C2C(=NC=C1)NC(=C2)C(=O)OC)C#CC(C)(C)C